2-(3',4'-dihydroxyphenyl)-1,3-benzodioxolan-5-aldehyde OC=1C=C(C=CC1O)C1OC2=C(O1)C=CC(=C2)C=O